C1(CCCC1)N1C(C(=CC2=C1N=C(N=C2)NC2=CC=C(C=N2)OCCOCCC(=O)O)CC)=O 3-{2-[6-(8-Cyclopentyl-6-ethyl-7-oxo-7,8-dihydro-pyrido[2,3-d]pyrimidin-2-ylamino)-pyridin-3-yloxy]-ethoxy}-propionic acid